C(CCCCCCCCCCCCCCC)C1(CCCC1)S(=O)(=O)O hexadecyl-cyclopentanesulfonic acid